C1(CCCCCCC1)OC(CC(C(=O)OCC(=O)N(CC(=O)O)C)=C)=O (2-((4-(cyclooctyloxy)-2-methylene-4-oxobutanoyl)oxy)acetyl)-N-methylglycine